FC1=C(C=C(C=C1)N=C=S)F 1,2-difluoro-4-isothiocyanato-benzene